(4R,5S)-4-acetamido-5-((benzofuran-5-ylmethyl)amino)-3-(pentane-3-oxy)cyclohex-1-ene C(C)(=O)N[C@H]1C(C=CC[C@@H]1NCC=1C=CC2=C(C=CO2)C1)OC(CC)CC